5-methyl-7-{3-[(5-methyl-1H-pyrazol-3-yl)carbamoyl]azetidin-1-yl}-4-oxo-1-(1,3-thiazol-2-yl)-1,4-dihydro-1,8-naphthyridine-3-carboxylic acid CC1=C2C(C(=CN(C2=NC(=C1)N1CC(C1)C(NC1=NNC(=C1)C)=O)C=1SC=CN1)C(=O)O)=O